(S)-1-(((3-chloro-1H-pyrrolo[2,3-b]pyridin-5-yl)methyl)amino)-1-oxopropan-2-carboxamide ClC1=CNC2=NC=C(C=C21)CNC([C@@H](C)C(=O)N)=O